6-methyl-2,3-dihydrobenzofuran-4-amine CC=1C=C2C(CCO2)=C(C1)N